OC1CC(C)(C)C(=C(C1)C)\C=C\C(\C)=C\C=C\C(\C)=C\C=C\C=C(/C)\C=C\C=C(/C)\C=C\C1=C(C)CC(CC1(C)C)O 3,3'-dihydroxyl-beta-carotene